2,3-epoxy-5-oxobicyclo[2.2.1]heptane O=C1C2C3C(C(C1)C2)O3